FC=1C=C(CNC=2C3=C(N=C(N2)NC2=C(C(=O)NC4CNCCC4)C=CC=C2)C=CN3)C=CC1 {4-[(3-fluorobenzyl)amino]-5H-pyrrolo[3,2-d]pyrimidin-2-yl}amino-N-(piperidin-3-yl)benzamide